(3-(4-nitro-1H-imidazol-1-yl)phenyl)methanol [N+](=O)([O-])C=1N=CN(C1)C=1C=C(C=CC1)CO